(S)-(6,7-dichloro-1-methyl-1,3,4,5-tetrahydro-2H-pyrido[4,3-b]indol-2-yl)(6,7-dihydro-5H-pyrimido[4,5-b][1,4]oxazin-2-yl)methanone ClC1=C(C=CC=2C3=C(NC12)CCN([C@H]3C)C(=O)C=3N=CC1=C(OCCN1)N3)Cl